(2S,4R)-N-[[4-(2-amino-2-oxo-ethyl)tetrahydrofuran-2-yl]methyl]-1-[(2S)-2-(4-cyclopropyltriazol-1-yl)-3,3-dimethyl-butanoyl]-4-hydroxy-pyrrolidine-2-carboxamide NC(CC1CC(OC1)CNC(=O)[C@H]1N(C[C@@H](C1)O)C([C@H](C(C)(C)C)N1N=NC(=C1)C1CC1)=O)=O